C(C)(C)N1N=CC=2C=NC(=CC21)C(=O)OC methyl 1-isopropylpyrazolo[4,3-c]pyridine-6-carboxylate